NC1=NNC=C1N 3,4-diamino-pyrazole